N-(2-(7-chloro-8-ethyl-2,4-dioxo-3,4-dihydrobenzo[g]pteridin-10(2H)-yl)ethyl)acetamide ClC=1C(=CC2=C(N=C3C(NC(N=C3N2CCNC(C)=O)=O)=O)C1)CC